tert-butyl N2-(((9H-fluoren-9-yl)methoxy)carbonyl)-N5-(6-(((benzyloxy)carbonyl)amino)hexyl)-L-glutaminate C1=CC=CC=2C3=CC=CC=C3C(C12)COC(=O)N[C@@H](CCC(NCCCCCCNC(=O)OCC1=CC=CC=C1)=O)C(=O)OC(C)(C)C